cetyl 1,3-dimethylbutyl ether CC(CC(C)C)OCCCCCCCCCCCCCCCC